Cyclopropyl (R or S)-3-(4-(difluoromethyl)-2-(3-(3-fluoro-4-methylphenyl)-3-(1,2,4-thiadiazol-5-yl)pyrrolidine-1-carboxamido)phenoxy)azetidine-1-carboxylate FC(C1=CC(=C(OC2CN(C2)C(=O)OC2CC2)C=C1)NC(=O)N1C[C@](CC1)(C1=NC=NS1)C1=CC(=C(C=C1)C)F)F |o1:24|